2-(2,4-dichlorophenyl)-1H-pyrrole-3-carbonitrile ClC1=C(C=CC(=C1)Cl)C=1NC=CC1C#N